O1COC2=C1C=CC(=C2)NC2=NC=C(C(=N2)N2N=CC(=C2)NC(=O)N[C@H](CO)C2=CC=CC=C2)C (s)-1-(1-(2-(benzo[d][1,3]dioxol-5-ylamino)-5-methylpyrimidin-4-yl)-1H-pyrazol-4-yl)-3-(2-hydroxy-1-phenylethyl)urea